(R)-4-(5-chloro-2-((1-cyclopropyl-1H-pyrazol-4-yl)amino)pyrimidin-4-yl)-N-(1-cyanoethyl)benzamide ClC=1C(=NC(=NC1)NC=1C=NN(C1)C1CC1)C1=CC=C(C(=O)N[C@H](C)C#N)C=C1